ClC1=C(C(=CC(=C1)Cl)Cl)OC(C1=CC(=CC=C1)C(F)(F)F)=O 3-(trifluoromethyl)benzoic acid 2,4,6-trichlorophenyl ester